1-(3-Amino-propyl)-pyrrole-2,5-dione NCCCN1C(C=CC1=O)=O